FC1=C(C(=O)C2=NNC3=NC=C(C=C32)C=3C=CC=C(C(=O)OCC)C3)C=CC(=C1NS(=O)(=O)C)F Ethyl 5-(3-(2,4-Difluoro-3-(methylsulfonamido)benzoyl)-1H-pyrazolo[3,4-b]pyridin-5-yl)benzoat